C(C)(C)(C)OC(=O)N1CCN(CC1)C=1N=C(C2=C(N1)SC=C2)NC2=NNC(=C2)C 4-(4-((5-methyl-1H-pyrazol-3-yl)amino)thieno[2,3-d]pyrimidin-2-yl)piperazine-1-carboxylic acid tert-butyl ester